N-(4-methoxyphenyl)-2-(3-methyl-[1,2,4]triazolo[4,3-a]pyridin-6-yl)-6-(4-methylpiperazin-1-yl)imidazo[1,2-a]pyrazin-3-amine COC1=CC=C(C=C1)NC1=C(N=C2N1C=C(N=C2)N2CCN(CC2)C)C=2C=CC=1N(C2)C(=NN1)C